1-(3'-(5-(3,8-diazabicyclo[3.2.1]octan-3-yl)-6-methylpyridin-3-yl)-3-chloro-5'-fluoro-2'-hydroxy-[1,1'-biphenyl]-4-yl)-3-methyl-1H-imidazol-2(3H)-one C12CN(CC(CC1)N2)C=2C=C(C=NC2C)C=2C(=C(C=C(C2)F)C2=CC(=C(C=C2)N2C(N(C=C2)C)=O)Cl)O